(2S,4S)-1-((R)-2-((tert-butoxycarbonyl)amino)-3-cyclohexylpropanoyl)-4-(5-(2-hydroxypropan-2-yl)-1H-1,2,3-triazol-1-yl)pyrrolidine-2-carboxylic acid C(C)(C)(C)OC(=O)N[C@@H](C(=O)N1[C@@H](C[C@@H](C1)N1N=NC=C1C(C)(C)O)C(=O)O)CC1CCCCC1